di-n-butylaluminum n-propoxide [O-]CCC.C(CCC)[Al+]CCCC